1-cyclopropyl-6-fluoro-7-(4-(3-(3-formyl-1H-indol-1-yl)propyl)piperazin-1-yl)-4-oxo-1,4-dihydroquinoline-3-carboxylic acid C1(CC1)N1C=C(C(C2=CC(=C(C=C12)N1CCN(CC1)CCCN1C=C(C2=CC=CC=C12)C=O)F)=O)C(=O)O